(S)-2-((S)-4,4-difluoro-3-(6-oxo-1,6-dihydropyridin-3-yl)piperidin-1-yl)-N-(5-(2,4-difluorophenoxy)pyridin-2-yl)propanamide FC1([C@H](CN(CC1)[C@H](C(=O)NC1=NC=C(C=C1)OC1=C(C=C(C=C1)F)F)C)C1=CNC(C=C1)=O)F